ClC1=C(C(=CC=C1)C1=NC2=C(N1)C=C(C(=C2)OC)F)C2=C(C=C(C=C2)C(=O)N[C@@H](CCC)C2=CC=CC=C2)CO (S)-2'-chloro-6'-(6-fluoro-5-methoxy-1H-1,3-benzodiazol-2-yl)-2-(hydroxymethyl)-N-(1-phenylbutyl)-[1,1'-biphenyl]-4-carboxamide